3-(N-butylacetamido)-propionic acid ethyl ester C(C)OC(CCN(C(C)=O)CCCC)=O